2-(3-(2-hydroxyethyl)-3,4-dihydro-2H-benzo[e][1,3]oxazin-6-yl)ethyl 3-(2-(2-hydroxyethyl)-3,4-dihydro-2H-benzo[e][1,2]oxazin-6-yl)propanoate OCCN1OC2=C(CC1)C=C(C=C2)CCC(=O)OCCC=2C=CC1=C(CN(CO1)CCO)C2